N-(2-cyclopentylethyl)-3-((3-methyl-4-(pyridin-2-ylmethoxy)phenyl)amino)benzamide C1(CCCC1)CCNC(C1=CC(=CC=C1)NC1=CC(=C(C=C1)OCC1=NC=CC=C1)C)=O